C(#N)C=1C=C(C=CC1)C=1N=C(SC1C1=CC(=NC(=C1)C)C)NC(=O)N1CCNCC1 N-[4-(3-Cyanophenyl)-5-(2,6-dimethyl-4-pyridyl)thiazol-2-yl]piperazin-1-carboxamid